5-Ethyl-2-methoxy-N-(6-phenylbenzo[d]isoxazol-3-yl)benzenesulfonamide C(C)C=1C=CC(=C(C1)S(=O)(=O)NC1=NOC2=C1C=CC(=C2)C2=CC=CC=C2)OC